2-(4-tert-butylstyryl)isocyanatobenzene C(C)(C)(C)C1=CC=C(C=CC2=C(C=CC=C2)N=C=O)C=C1